(E)-tert-butyl((4-(2,6-difluorophenyl)but-3-en-2-yl)oxy)dimethylsilane C(C)(C)(C)[Si](C)(C)OC(C)\C=C\C1=C(C=CC=C1F)F